ClC=1C=CC(=C(C1)S(=O)(=O)NC1=CC=2C(N(CCOC2N=C1)C1=CC=CC=C1)=O)OC 5-chloro-2-methoxy-N-(5-oxo-4-phenyl-2,3,4,5-tetrahydropyrido[3,2-f][1,4]oxazepin-7-yl)benzenesulfonamide